N,N'-di(o-tolyl)benzoylhydrazine C1(=C(C=CC=C1)N(NC1=C(C=CC=C1)C)C(C1=CC=CC=C1)=O)C